C(#N)C1=C(C=C(C=C1)C1=CC(=NN1C1=CC=C(C=C1)OC)NC[C@H]1[C@@H](C1)C(=O)OCC)F |r| (±)-trans-Ethyl 2-(((5-(4-cyano-3-fluorophenyl)-1-(4-methoxyphenyl)-1H-pyrazol-3-yl)amino)methyl)cyclopropane-1-carboxylate